C(C)(=O)N1[C@H]([C@@H]([C@H](C2=CC(=CC=C12)Br)NC(OCC1=CC=CC=C1)=O)C)C1CC1 |r| rac-benzyl ((2S,3R,4R)-1-acetyl-6-bromo-2-cyclopropyl-3-methyl-1,2,3,4-tetrahydroquinolin-4-yl)carbamate